N-(6-chloro-2-cyanopyridin-3-yl)-2,2,2-trifluoroacetamide ClC1=CC=C(C(=N1)C#N)NC(C(F)(F)F)=O